3-(morpholinomethyl)benzaldehyde O1CCN(CC1)CC=1C=C(C=O)C=CC1